C1(CC1)N1N=C(C=C1)C(=O)N1CC2(CN(C2)C(=O)C2=NNC(=C2)C(C)C)C1 (1-Cyclopropylpyrazol-3-yl)-[2-(5-isopropyl-1H-pyrazole-3-carbonyl)-2,6-diazaspiro[3.3]heptan-6-yl]methanone